CCCCCCCCC(CCCCCCCC)OC(CCCCC(=O)O)=O 6-(heptadecane-9-yloxy)-6-oxohexanoic acid